CC=1N=CN(C1)C1=CC=C(C=N1)C=O 6-(4-methyl-1H-imidazol-1-yl)pyridine-3-carbaldehyde